9-bromonaphtho[2,1-b]furan BrC=1C=CC=C2C=CC=3OC=CC3C12